C(C=C)([2H])([2H])NC(C1=C(C(=C(C(=C1)CC1=C(C(=NC=C1)NS(=O)(=O)NC)F)F)F)NC1=C(C=C(C=C1)I)F)=O N-(allyl-1,1-d2)-3,4-difluoro-5-((3-fluoro-2-((N-methylaminosulfonyl)amino)pyridin-4-yl)methyl)-2-((2-fluoro-4-iodophenyl)amino)benzamide